C(CCCCCCCCC(=O)OCCCCCCCCCCCCCCCCCCCC)(=O)OCCCCCCCCCCCCCCCCCCCC biseicosyl sebacate